(R)-2-((1-(2-cyano-3-(3,4-dihydroquinolin-1(2H)-yl)-7-methylquinoxalin-5-yl)ethyl)amino)benzoic acid C(#N)C1=NC2=CC(=CC(=C2N=C1N1CCCC2=CC=CC=C12)[C@@H](C)NC1=C(C(=O)O)C=CC=C1)C